C(C)(C)(C)OC(=O)NC(C(=O)O)CNC(CCCCCCCCCCCCCCCCC)=O 2-((tert-butoxycarbonyl)amino)-3-(stearamido)propanoic acid